2-[(3R)-3-fluoropyrrolidin-1-yl]-5,7-dihydrofuro[3,4-b]pyridine-3-carboxylate F[C@H]1CN(CC1)C1=C(C=C2C(=N1)COC2)C(=O)[O-]